C(=O)C1=C(OCC(=O)OC)C=CC(=C1OC)C methyl 2-(2-formyl-3-methoxy-4-methylphenoxy)acetate